C(C)(C)(C)OC(=O)NC(C(=O)OC)CC(C(C)=O)C1=CC=CC=C1 methyl 2-(tert-butoxycarbonylamino)-5-oxo-4-phenyl-hexanoate